4,8-dimethoxynaphthalene-2,6-dicarboxylic acid COC1=CC(=CC2=C(C=C(C=C12)C(=O)O)OC)C(=O)O